4'-(9H-carbazol-9-yl)biphenyl-3,5-dicarboxnitrile C1=CC=CC=2C3=CC=CC=C3N(C12)C1=CC=C(C=C1)C1=CC(=CC(=C1)C#N)C#N